ClC=1C=C(C=NC1C)NC(C(=O)N1[C@H](CC[C@@H](C1)C)C=1C=C2CCC(NC2=CC1)=O)=O N-(5-Chloro-6-methyl-3-pyridyl)-2-[(2R,5S)-5-methyl-2-(2-oxo-3,4-dihydro-1H-quinolin-6-yl)-1-piperidyl]-2-oxo-acetamide